ClC1=CC=CC=2NC(=NC21)C2=NON=C2C 3-(4-chloro-1H-benzimidazol-2-yl)-4-methyl-1,2,5-oxadiazole